tert-Butyl (S)-2-(3-fluorophenyl)-4-oxopiperidine-1-carboxylate FC=1C=C(C=CC1)[C@H]1N(CCC(C1)=O)C(=O)OC(C)(C)C